Serin sulfate S(=O)(=O)(O)OC[C@H](N)C(=O)O